CC1=NN=C(C=2C1=CSC2)C 1,4-dimethylthieno[3,4-d]pyridazine